O(C(C)C)CCN1C(=NC(C(=C1)NC1=CC=CC=C1)=O)SC 1-(2-Isopropoxylethyl)-2-(methylthio)-5-(phenylamino)pyrimidin-4-one